CC(CCCCCCN)C(CCN)C 7,8-dimethyl-1,10-decanediamine